bromomethylperylene C1=CC2=C3C(=C1)C4=CC=CC5=C4C(=C(C=C5)CBr)C3=CC=C2